(1R,2S,3R)-N-(8-amino-7-fluoro-6-(4-methylpyridin-3-yl)isoquinolin-3-yl)-2-methyl-3-(1H-pyrazol-5-yl)cyclopropane-1-carboxamide NC=1C(=C(C=C2C=C(N=CC12)NC(=O)[C@@H]1[C@H]([C@H]1C1=CC=NN1)C)C=1C=NC=CC1C)F